1-[cyclohexyl(methyl)amino]-3-[2-({[2-(1-pyrrolidinyl)ethyl]amino}methyl)phenoxy]-2-propanol C1(CCCCC1)N(CC(COC1=C(C=CC=C1)CNCCN1CCCC1)O)C